O=C1C(=CN(C2=CC=CC=C12)C1=CC=CC=C1)C(=O)O 4-oxo-1-phenylquinoline-3-carboxylic acid